IC1=NN(C=C1C=O)[C@@H]1OCCCC1 |r| (R/S)-3-iodo-1-(oxacyclohex-2-yl)-1H-pyrazole-4-carbaldehyde